O1CCOC2=C1C=CC(=C2)C=CC(=O)C2=C(C=C(OCC(=O)O)C=C2)O 2-[4-[3-(2,3-Dihydro-1,4-benzodioxin-6-yl)prop-2-enoyl]-3-hydroxyphenoxy]acetic acid